N-((2S)-1-((4-(N-(tert-butyl)-S-methylsulfonimidoyl)phenyl)amino)-1-oxo-3-phenylpropan-2-yl)-4-fluorobenzamide C(C)(C)(C)N=S(=O)(C)C1=CC=C(C=C1)NC([C@H](CC1=CC=CC=C1)NC(C1=CC=C(C=C1)F)=O)=O